NC1=CC=CC=2N=C(OC21)NC=2NC(=C(C(N2)C2=C(C=C(C=C2)C)Cl)C(=O)NC2=NC=CC=C2)C 2-((7-aminobenzo[d]oxazol-2-yl)amino)-4-(2-chloro-4-methylphenyl)-6-methyl-N-(pyridin-2-yl)-1,4-dihydropyrimidine-5-carboxamide